OCC12CCC(CC1)(N2C(=O)OC(C)(C)C)CC[C@@H]2CC[C@H](CC2)OC tert-butyl 1-(hydroxymethyl)-4-(2-(trans-4-methoxycyclohexyl)ethyl)-7-azabicyclo[2.2.1]heptane-7-carboxylate